Dimethylamino-ethoxyethanol CCOC(C)(N(C)C)O